4-(2-((1r,3r)-3-(dimethylamino)cyclobutyl)-4-(trifluoromethyl)thiazol-5-yl)-5-fluoro-N-(1-(methylsulfonyl)piperidin-4-yl)pyrimidin-2-amine CN(C1CC(C1)C=1SC(=C(N1)C(F)(F)F)C1=NC(=NC=C1F)NC1CCN(CC1)S(=O)(=O)C)C